C(C1=CC=CC=C1)OC1=CC=C(C=C1)C=1CCCN(CC1)C1=CC(=C(C#N)C=C1)C(F)(F)F 4-(5-(4-(benzyloxy)phenyl)-2,3,4,7-tetrahydro-1H-azepin-1-yl)-2-(trifluoromethyl)-benzonitrile